[1,3]dioxolo[4,5-c]pyridin-4-one O1COC2C(N=CC=C21)=O